S1C=NC2=C1C=C(C=C2)\C=C/2\C(N(C(=N2)N[C@H](CC(C)C)COC)CC)=O (5Z)-5-(1,3-Benzothiazol-6-ylmethylene)-3-ethyl-2-[[(1R)-1-(methoxymethyl)-3-methyl-butyl]amino]imidazol-4-one